N1N=C(C=C1)C1=NC=CC=N1 2-(1H-pyrazol-3-yl)pyrimidine